[N+](=O)([O-])C1=C(OC[C@H]2NC(OC2)=O)C=CC=C1 (R)-4-(2-nitrophenoxymethyl)-2-oxazolidinone